FC=1C(=C2C(=NC(=NN2C1)NC1CCC(CC1)(C)OC)OC)C1=CC=2N(C=C1)N=CC2C(=O)NC 5-(6-fluoro-4-methoxy-2-(((1s,4s)-4-methoxy-4-methylcyclohexyl)amino)pyrrolo[2,1-f][1,2,4]triazin-5-yl)-N-methylpyrazolo[1,5-a]pyridine-3-carboxamide